ClC1=CC(=C(C=N1)C=1C=NN(C1)CC1N(CC1)C(=O)OC(C)(C)C)OC tert-butyl 2-((4-(6-chloro-4-methoxypyridin-3-yl)-1H-pyrazol-1-yl)methyl)azetidine-1-carboxylate